4-((6-Methoxyquinolin-4-yl)amino)-N-(4-(pyridin-4-ylamino)phenyl)benzamide COC=1C=C2C(=CC=NC2=CC1)NC1=CC=C(C(=O)NC2=CC=C(C=C2)NC2=CC=NC=C2)C=C1